ClC1=C(C(=CC=C1)Cl)N1C(C2=C(N=C(N=C2)S(=O)(=O)C)C(=C1)C#CCOC)=O 6-(2,6-dichlorophenyl)-8-(3-methoxyprop-1-yn-1-yl)-2-(methylsulfonyl)pyrido[4,3-d]pyrimidin-5(6H)-one